OC1=C(C(=O)C2=C(C=CC(=C2)OC)OC)C=CC(=C1)O 2,4-Dihydroxy-2',5'-dimethoxybenzophenone